8-fluoro-5-((4-hydroxypiperidin-4-yl)methoxy)-3,4-dihydroquinolin-2(1H)-one FC=1C=CC(=C2CCC(NC12)=O)OCC1(CCNCC1)O